3-(2-methyl-4-oxo-6-((4-(thiomorpholinomethyl)benzyl)amino)quinazolin-3(4H)-yl)piperidine-2,6-dione CC1=NC2=CC=C(C=C2C(N1C1C(NC(CC1)=O)=O)=O)NCC1=CC=C(C=C1)CN1CCSCC1